O=C1C=CC(=CN1)C1=CC=C(C=C1)[C@@H](CC[NH+]1CC(CCC1)C(=O)O)NC(=O)C1=CC=2C(=NC=3CC[C@@H](CC3C2)C(C)(C)C)S1 |r| 1-[rac-(3R)-3-[4-(6-oxo-1H-pyridin-3-yl)phenyl]-3-[[rac-(6S)-6-tert-butyl-5,6,7,8-tetrahydrothieno[2,3-b]quinoline-2-carbonyl]amino]propyl]piperidin-1-ium-3-carboxylic acid